N1=C(N=CC=C1)C1(CC1)NC(=O)C1=COC=2N=CN=CC21 N-[1-(pyrimidin-2-yl)cyclopropyl]furo[2,3-d]pyrimidine-5-carboxamide